FC1=C(C=CC(=C1C(=O)C1=CNC2=NC=C(C=C21)OC)F)N2CCCC2 N-[2,4-difluoro-3-(5-methoxy-1H-pyrrolo[2,3-b]pyridine-3-carbonyl)phenyl]pyrrolidine